(S)-(3-((5-(1-amino-1,3-dihydrospiro[indene-2,4'-piperidin]-1'-yl)pyrazin-2-yl)thio)-2-chloro-6-methylphenyl)dimethylphosphine oxide N[C@@H]1C2=CC=CC=C2CC12CCN(CC2)C=2N=CC(=NC2)SC=2C(=C(C(=CC2)C)P(C)(C)=O)Cl